ClC1=NN(C=C1C1=C(C(=C(C=C1)O)F)F)CCOC 4-[3-chloro-1-(2-methoxyethyl)pyrazol-4-yl]-2,3-difluoro-phenol